NC1=NC=CC(=C1)CN1C(N(C(C1(C)C)=O)C1=CC=C(C=C1)SC(F)(F)F)=O 1-((2-aminopyridin-4-yl)methyl)-5,5-dimethyl-3-(4-((trifluoromethyl)thio)phenyl)imidazolidine-2,4-dione